FC(CN1N=CC=2C1=NC(=NC2)N2CCC1(CC(N(C1)C1=NC(=CN=C1)C(F)(F)F)=O)CC2)F 8-[1-(2,2-difluoroethyl)-1H-pyrazolo[3,4-d]pyrimidin-6-yl]-2-[6-(trifluoromethyl)pyrazin-2-yl]-2,8-diazaspiro[4.5]decan-3-one